(R)-3-(1-(7-(5-chloro-1H-pyrazol-4-yl)-4-oxopyrido[4,3-d]pyrimidin-3(4H)-yl)ethyl)-N-methylbenzamide ClC1=C(C=NN1)C1=CC=2N=CN(C(C2C=N1)=O)[C@H](C)C=1C=C(C(=O)NC)C=CC1